COC(C1=CC(=C(C=C1)OC)CC=1C(=NC(=NC1C)N)NCCCC)=O 3-((2-amino-4-(butylamino)-6-methylpyrimidin-5-yl)methyl)-4-methoxybenzoic acid methyl ester